tetrahydropyran-4-carbonyl chloride O1CCC(CC1)C(=O)Cl